tert-butyl (1S,2S,5R)-3-benzyl-2-(2,2-difluoro-1-hydroxy-ethyl)-3,8-diazabicyclo[3.2.1]octane-8-carboxylate C(C1=CC=CC=C1)N1[C@@H]([C@@H]2CC[C@H](C1)N2C(=O)OC(C)(C)C)C(C(F)F)O